N-(4-(isopropylamino)quinolin-3-yl)propionamide ethyl-2-(4,4,5,5-tetramethyl-1,3,2-dioxaborolan-2-yl)cyclopropanecarboxylate C(C)OC(=O)C1C(C1)B1OC(C(O1)(C)C)(C)C.C(C)(C)NC1=C(C=NC2=CC=CC=C12)NC(CC)=O